8-[(1R)-1-Aminoethyl]-2-(2,4-difluorophenyl)-3,6-dimethyl-chromen-4-one N[C@H](C)C=1C=C(C=C2C(C(=C(OC12)C1=C(C=C(C=C1)F)F)C)=O)C